BrC1=C(C=C2C(=C(C(=NC2=C1F)Cl)C=O)N[C@@H]1[C@@H]2CC(N1C2)C(=O)OC(C)(C)C)I tert-butyl (1R,4R,5S)-5-((7-bromo-2-chloro-8-fluoro-3-formyl-6-iodoquinolin-4-yl)amino)-azabicyclo[2.1.1]hexane-2-carboxylate